N-(5-(3-(9H-purin-6-yl)pyridin-2-ylamino)-2-fluorophenyl)-3-fluorobenzamide N1=CN=C2NC=NC2=C1C=1C(=NC=CC1)NC=1C=CC(=C(C1)NC(C1=CC(=CC=C1)F)=O)F